C(C)OC(=O)N1CCN(CCC1)C1CCC(CC1)(C#N)C1=NC=C(C=C1)OC 4-[4-(5-Methoxypyridin-2-yl)-4-cyanocyclohexyl]-1,4-diazepan-1-carboxylic acid ethyl ester